6-Thia-1,3-diazabicyclo[3.3.0]octa-2,4,7-triene N12C=NC=C2SC=C1